NC=1C=CC(=NC1OC)C(=O)NS(=O)(=O)C1CC1 5-amino-N-(cyclopropylsulfonyl)-6-methoxypyridine-2-carboxamide